N-((S)-1,1-dicyclopropyl-3-((2-fluoro-4-((S)-1-oxo-1-((2,2,2-trifluoroethyl)amino)propan-2-yl)phenyl)amino)-3-oxopropan-2-yl)-1-ethyl-1H-pyrazole-5-carboxamide C1(CC1)C([C@@H](C(=O)NC1=C(C=C(C=C1)[C@@H](C(NCC(F)(F)F)=O)C)F)NC(=O)C1=CC=NN1CC)C1CC1